methyl 4-fluoro-2-methylbenzoate FC1=CC(=C(C(=O)OC)C=C1)C